FC(C1=NOC(=N1)C=1C(=NC(=NC1)NC1=CC(=C(C=C1)S(=O)(=O)C)F)N[C@H](CO)C1=CC=CC=C1)F (2S)-2-[[5-[3-(difluoromethyl)-1,2,4-oxadiazol-5-yl]-2-(3-fluoro-4-methylsulfonyl-anilino)pyrimidin-4-yl]amino]-2-phenyl-ethanol